4-(2-oxiranylmethoxy)-phthalonitrile O1C(C1)COC=1C=C(C(C#N)=CC1)C#N